5-((2,4-dimethoxybenzyl)amino)-1-(4-(methoxy-d3)phenyl)-3-(2-methyl-2H-indazol-5-yl)-7-(methylsulfonyl)-3,4-dihydropyrimido[4,5-d]pyrimidin-2(1H)-one COC1=C(CNC2=C3C(=NC(=N2)S(=O)(=O)C)N(C(N(C3)C3=CC2=CN(N=C2C=C3)C)=O)C3=CC=C(C=C3)OC([2H])([2H])[2H])C=CC(=C1)OC